C(C)(C)(C)NCC(COC1=C2C[C@@H]([C@@H](CC2=CC=C1)O)O)O (2R,3S)-5-[3-(tert-butylamino)-2-hydroxypropoxy]-1,2,3,4-tetrahydronaphthalene-2,3-diol